C(CCCCCCCCCCCCCCC)C(C(=S)S)(C)CCCCCCCCCCCCCCCC bis-n-hexadecyl-dithio-propionic acid